COC(=O)[C@]1(N(C[C@H](C1)COC)C(=O)OC(C)(C)C)CC(=C)CCl (2r,4s)-2-[2-(chloromethyl)prop-2-en-1-yl]-4-(methoxymethyl)pyrrolidine-1,2-dicarboxylic acid 1-tert-butyl 2-methyl ester